tert-butyl-rel-(6R,7R)-2,2-dioxo-7-({[(1s,4s)-4-{2-[3-(tert-butoxy)-3-oxopropoxy]phenyl}cyclohexyl]oxy} methyl)-2λ6-thia-1,8-diazaspiro[5.5]undecane-8-carboxylate C(C)(C)(C)OC(=O)N1[C@H]([C@]2(CCCS(N2)(=O)=O)CCC1)COC1CCC(CC1)C1=C(C=CC=C1)OCCC(=O)OC(C)(C)C |o1:8,9|